8-(4,4-dimethylcyclohex-1-en-1-yl)-N-isopropylquinoline-3-carboxamide CC1(CC=C(CC1)C=1C=CC=C2C=C(C=NC12)C(=O)NC(C)C)C